5-(4-isopropylthiophenyl)-1,2-indandione C(C)(C)SC1=CC=C(C=C1)C=1C=C2CC(C(C2=CC1)=O)=O